C(C)C1=C(C=CC=C1)C#CCC#CCCCCC 1-(o-ethylphenyl)-5-pentyl-1,4-pentadiyne